S1C(=CC=C1)CC=1C=C(C(=O)Cl)C=CC1 3-(thiophen-2-ylmethyl)benzoyl chloride